C(C)ON=C(C)C1=NC(=C(C=C1)S(=O)(=O)C)N 1-(6-amino-5-(methylsulfonyl)pyridin-2-yl)ethanone O-ethyl oxime